4-(3-(2,6-bis(benzyloxy)pyridin-3-yl)-1-methyl-1H-indazol-6-yl)piperidin-4-ol C(C1=CC=CC=C1)OC1=NC(=CC=C1C1=NN(C2=CC(=CC=C12)C1(CCNCC1)O)C)OCC1=CC=CC=C1